FC=1C=C(C=C(C1)F)SSC1=CC=CC=C1 phenyl (3,5-difluorophenyl) disulfide